C(C1=CC=CC=C1)OC1=CC=C(C=C1)OCC(C)(C)OC 1-(benzyloxy)-4-(2-methoxy-2-methylpropoxy)benzene